C1OCCC2=CC=CC(=C12)B1OC(C(O1)(C)C)(C)C 2-(isochroman-8-yl)-4,4,5,5-tetramethyl-1,3,2-dioxaborolane